6-[[(1-methylcyclobutyl)amino]methyl]-4-(trifluoromethyl)-isoindolin-1-one CC1(CCC1)NCC1=CC(=C2CNC(C2=C1)=O)C(F)(F)F